COC1=CC=C(C=C1)C(=O)C1=CC=C(C=C1)OC bis(4-methoxyphenyl)methanone